11-(3-{[(10Z,12Z)-1-oxooctadeca-9,12-dienyl] oxy} propyl)-2-methyl-9-oxo-2,8-diaza-5,10-dioxatetradecan-14-yl (10Z,12Z)-octadeca-9,12-dienoate C(CCCCCCC\C=C/C\C=C/CCCCC)(=O)OCCCC(OC(NCCOCCN(C)C)=O)CCCOC(CCCCCCC\C=C/C\C=C/CCCCC)=O